ClC=1C(=CC(=NC1)NC(C(C)(C)C)=O)N(C)C N-(5-chloro-4-(dimethylamino)pyridin-2-yl)pivalamide